2-(3-((2-bromo-6-chloro-1-(1-propyl-1H-pyrazol-4-yl)-7-fluoro-1H-indol-3-yl)thio)-2-fluorophenyl)acetic acid BrC=1N(C2=C(C(=CC=C2C1SC=1C(=C(C=CC1)CC(=O)O)F)Cl)F)C=1C=NN(C1)CCC